BrC1=NC(=C(C=C1Br)OC1CCC1)C 2,3-Dibromo-5-cyclobutyloxy-6-methylpyridine